tert-butyl (R)-3-((tosyloxy)methyl)pyrrolidine-1-carboxylate S(=O)(=O)(C1=CC=C(C)C=C1)OC[C@H]1CN(CC1)C(=O)OC(C)(C)C